CO[C@@H](CN(CC[C@@H](C(=O)O)NC1=NC=NC2=CC=CC=C12)CCCCC1=NC=2NCCCC2C=C1)C (S)-4-(((R)-2-methoxypropyl)(4-(5,6,7,8-tetrahydro-1,8-naphthyridin-2-yl)butyl)amino)-2-(quinazolin-4-ylamino)butanoic acid